C1(CC1)C1=NN(C(=C1)C(F)(F)F)CC(=O)N1[C@@H]([C@@H](CC1)N1CCOCC1)C1=C(C(=CC(=C1)F)C)Cl 2-[3-Cyclopropyl-5-(trifluoromethyl)pyrazol-1-yl]-1-[(2R,3R)-2-(2-chloro-5-fluoro-3-methyl-phenyl)-3-morpholino-pyrrolidin-1-yl]ethanone